(2,3,4-trimethyl)hexane CC(C)C(C(CC)C)C